FC=1C=C(CN2C[C@@H](N(C[C@H]2C)C=2C=3N=C(N(C3N3C(N2)=NN=C3)C[C@H]3OCCC3)C)C)C=CC1C(F)(F)F 4-((2S,5R)-4-(3-Fluoro-4-(trifluoromethyl)benzyl)-2,5-dimethylpiperazin-1-yl)-2-methyl-1-(((S)-tetrahydrofuran-2-yl)methyl)-1H-[1,2,4]triazolo[3,4-b]purine